N1N=C(N=C1)COC1=NC=CC2=CC(=C(C=C12)F)F 1-((1H-1,2,4-triazol-3-yl)methoxy)-6,7-difluoroisoquinolin